[4-({5-[di(tert-butyl)(fluoro)silyl]-4-methoxy-2-pyridylamino}methyl)-1H-1,2,3-triazol-1-yl]acetamide C(C)(C)(C)[Si](C=1C(=CC(=NC1)NCC=1N=NN(C1)CC(=O)N)OC)(F)C(C)(C)C